(S)-2-((4-(2-(4-chloro-2-fluorophenyl)-4-fluoro-2H-chromen-8-yl)piperidin-1-yl)methyl)-3-((1-(cyanomethyl)cyclopropyl)methyl)-3H-imidazolo[4,5-b]pyridine-5-carboxylic acid ClC1=CC(=C(C=C1)[C@H]1OC2=C(C=CC=C2C(=C1)F)C1CCN(CC1)CC1=NC=2C(=NC(=CC2)C(=O)O)N1CC1(CC1)CC#N)F